1,1,1,3,3,3-hexafluoro-propan-2-yl (R)-1-(phenyl-carbamoyl)-6-azaspiro[2.5]-octane-6-carboxylate C1(=CC=CC=C1)NC(=O)[C@@H]1CC12CCN(CC2)C(=O)OC(C(F)(F)F)C(F)(F)F